1,2,4,5,6,7,8,8-octachloro-3a,4,7,7a-tetrahydro-4,7-methano-indane ClC1C(CC2C3(C(=C(C(C12)(C3(Cl)Cl)Cl)Cl)Cl)Cl)Cl